3,3-difluoro-N-((5-(trifluoromethyl)pyridin-2-yl)methyl)azetidin-1-amine FC1(CN(C1)NCC1=NC=C(C=C1)C(F)(F)F)F